2-Methoxyethyl {[3-({2-chloro-4-fluoro-5-[3-methyl-2,6-dioxo-4-(trifluoromethyl)-3,6-dihydropyrimidin-1(2H)-yl]phenyl}sulfanyl)pyridin-2-yl]oxy}acetate ClC1=C(C=C(C(=C1)F)N1C(N(C(=CC1=O)C(F)(F)F)C)=O)SC=1C(=NC=CC1)OCC(=O)OCCOC